N-(4-Chloro-3-cyano-1H-indol-7-yl)-1-(3-methoxycyclobutyl)pyrazol-4-sulfonamid ClC1=C2C(=CNC2=C(C=C1)NS(=O)(=O)C=1C=NN(C1)C1CC(C1)OC)C#N